2-(7-((2S,5R)-4-(1-(6-cyclopropylpyridin-3-yl)ethyl)-5-ethyl-2-methylpiperazin-1-yl)-4-methyl-5-oxo-4,5-dihydropyrazolo[1,5-a]pyrimidin-2-yl)acetonitrile C1(CC1)C1=CC=C(C=N1)C(C)N1C[C@@H](N(C[C@H]1CC)C1=CC(N(C=2N1N=C(C2)CC#N)C)=O)C